O=C1NC=2C(=NC=CC2)N1C1CN(C1)C(=O)OC(C)(C)C tert-Butyl 3-(2-oxo-1,2-dihydro-3H-imidazo[4,5-b]pyridin-3-yl)azetidine-1-carboxylate